3-cyclopropyl-5-(2,4-dimethoxybenzyl)benzyl-8-fluoro-N-[6-(4-isopropyl-4H-1,2,4-triazol-3-yl)pyridin-2-yl]-4-oxo-5,6-dihydro-4H-benzo[f]imidazo[1,5-a][1,4]diazepine-9-carboxamide C1(CC1)C=1C=C(CC2=NC=C3N2C2=C(CNC3=O)C=C(C(=C2)C(=O)NC2=NC(=CC=C2)C2=NN=CN2C(C)C)F)C=C(C1)CC1=C(C=C(C=C1)OC)OC